1'-((7-ethyl-6-oxo-5,6-dihydro-1,5-naphthyridin-3-yl)methyl)-3'-methoxy-N-methyl-1',2',3',6'-tetrahydro-[3,4'-bipyridine]-6-carboxamide C(C)C=1C(NC=2C=C(C=NC2C1)CN1CC(C(=CC1)C=1C=NC(=CC1)C(=O)NC)OC)=O